S(=O)(=O)(O[C@H]1[C@H](O[C@@H]([C@H]([C@@H]1OS(=O)(=O)O)OS(=O)(=O)O)COS(=O)(=O)O)O[C@@]1(O[C@@H]([C@H]([C@@H]1OS(=O)(=O)O)OS(=O)(=O)O)COS(=O)(=O)O)COS(=O)(=O)O)O [(2R,3R,4S,5R,6R)-2-[(2S,3S,4R,5R)-3,4-disulfooxy-2,5-bis(sulfooxymethyl)oxolan-2-yl]oxy-4,5-disulfooxy-6-(sulfooxymethyl)oxan-3-yl] hydrogen sulfate